C(C)(C)(C)C1(N=C2CC2C1)C(NC1=CC(=NC=C1)Br)=O tert-butyl-3-((2-bromopyridin-4-yl)carbamoyl)-2-azabicyclo[3.1.0]hexaneN